tert-Butyl 4-bromo-7-methyl-1H-pyrrolo[2,3-c]pyridine-1-carboxylate BrC1=C2C(=C(N=C1)C)N(C=C2)C(=O)OC(C)(C)C